(S)-2-(3,4-dimethylpiperazin-1-yl)-4-fluoro-5-(2-morpholinopyrimidin-5-yl)aniline C[C@H]1CN(CCN1C)C1=C(N)C=C(C(=C1)F)C=1C=NC(=NC1)N1CCOCC1